COC(CN1C=C(C(C(=C1C(=O)OC)OC)=O)C(=O)O)OC 1-[2,2-bis(methoxy)ethyl]-5-(methoxy)-6-[(methoxy)carbonyl]-4-oxo-1,4-dihydro-3-pyridinecarboxylic acid